(R)-N-(2-(4-cyanothiazolidin-3-yl)-2-oxoethyl)-6-(4-ethyl-4-hydroxypiperidin-1-yl)quinoline-4-carboxamide Methyl-(1r,3r)-3-((tert-butoxycarbonyl)amino)cyclobutane-1-carboxylate COC(=O)C1CC(C1)NC(=O)OC(C)(C)C.C(#N)[C@H]1N(CSC1)C(CNC(=O)C1=CC=NC2=CC=C(C=C12)N1CCC(CC1)(O)CC)=O